N-(1-(7-(5-formylthiophen-2-yl)quinolin-5-yl)cyclopropyl)-2-methyl-5-((1-methylazetidin-2-yl)methoxy)benzamide C(=O)C1=CC=C(S1)C1=CC(=C2C=CC=NC2=C1)C1(CC1)NC(C1=C(C=CC(=C1)OCC1N(CC1)C)C)=O